2-fluoro-2-(naphthalen-2-yl)ethan-1-ol FC(CO)C1=CC2=CC=CC=C2C=C1